C(=CCCCCCCCCCC)C1C(=O)OC(C1)=O 2-dodecenylsuccinic acid anhydride